3-(3,5-dichlorophenyl)-8-methoxyimidazo[1,2-b]pyridazine-7-carboxylic acid ClC=1C=C(C=C(C1)Cl)C1=CN=C2N1N=CC(=C2OC)C(=O)O